NC1=C2N=CN(C2=NC=N1)C[C@@H](C)OC[P@](=O)(NC(C(OCCCCC)=O)(C)C)N[C@@H](CC(=O)OC(C)C)C isopropyl (3R)-3-(((R)-((((R)-1-(6-amino-9H-purin-9-yl)propan-2-yl)oxy)methyl)((2-methyl-1-oxo-1-(pentyloxy)propan-2-yl)amino)phosphoryl)amino)-butanoate